(S)-4-(2-(3-(ethoxymethyl)-3-(2-(thiophen-2-yl)ethyl)pyrrolidin-1-yl)propan-2-yl)-1-methyl-1H-pyrazole HCl Cl.C(C)OC[C@@]1(CN(CC1)C(C)(C)C=1C=NN(C1)C)CCC=1SC=CC1